ClC=1C(=CC=2[C@@H]3N(N4C(C2C1)=CC(C(=C4)C(=O)OCC)=O)C(CC3)(C)C)OCC34CC(C3)(C4)C#N Ethyl (R)-11-chloro-12-((3-cyanobicyclo[1.1.1]pentan-1-yl)methoxy)-3,3-dimethyl-8-oxo-2,3,8,13b-tetrahydro-1H-pyrido[2,1-a]pyrrolo[1,2-c]phthalazine-7-carboxylate